N-(2-((1S,3S)-3-aminocyclopentane-1-carboxamido)ethyl)-2-ethyl-4-((3-(3-(trifluoromethyl)-1H-pyrazol-4-yl)imidazo[1,2-a]pyrazin-8-yl)amino)benzamide formate C(=O)O.N[C@@H]1C[C@H](CC1)C(=O)NCCNC(C1=C(C=C(C=C1)NC=1C=2N(C=CN1)C(=CN2)C=2C(=NNC2)C(F)(F)F)CC)=O